C(C)(C)C1=C(C=CC=C1)C1=NC=C2N(C(N(C2=N1)CC1=CC=C(C=C1)C1=NN(C(=N1)N1CCOCC1)C)=O)C 2-(2-isopropylphenyl)-7-methyl-9-(4-(1-methyl-5-morpholino-1H-1,2,4-triazol-3-yl)benzyl)-7,9-dihydro-8H-purin-8-one